ClC=1C=C2C(N(C(=NC2=CC1Cl)[C@H]1CN(CCC1)C(C)C)C)=O (R)-6,7-dichloro-2-(1-isopropylpiperidin-3-yl)-3-methylquinazolin-4(3H)-one